C1=CC=CC=2C3=CC=CC=C3N(C12)C1=CC(=C(C=C1)B(O)O)S (4-(9H-carbazol-9-yl)-2-mercaptophenyl)boronic acid